BrC=1C=2N(N=C(C1)Cl)C=C(N2)C(=O)OCC ethyl 8-bromo-6-chloroimidazo[1,2-b]pyridazine-2-carboxylate